FC1(CN(CC[C@H]1NC1=NN2C(C(=N1)N)=C(C=C2)C2=CC=C1C(=N2)N(N=N1)CC(F)F)C)F (R)-N-(3,3-Difluoro-1-methylpiperidin-4-yl)-5-(3-(2,2-difluoroethyl)-3H-[1,2,3]triazolo[4,5-b]pyridin-5-yl)pyrrolo[2,1-f][1,2,4]triazine-2,4-diamine